6-Chloro-3-isopropylamino-4H-thieno(3,2-E)-1,2,4-thiadiazine 1,1-dioxide ClC1=CC=2NC(=NS(C2S1)(=O)=O)NC(C)C